2-(3-(4-(2-(4-((2-chloropyrimidin-4-yl)methoxy)phenyl)propan-2-yl)phenoxy)cyclobutyl)isoindole ClC1=NC=CC(=N1)COC1=CC=C(C=C1)C(C)(C)C1=CC=C(OC2CC(C2)N2C=C3C=CC=CC3=C2)C=C1